CN1CCC2(C[C@@H]2C(=O)N[C@@H](CCCCCC(CC)=O)C=2NC(=CN2)C=2C=C3N=CC=NC3=CC2)CC1 (S)-6-methyl-N-((S)-7-oxo-1-(5-(quinoxalin-6-yl)-1H-imidazol-2-yl)nonyl)-6-azaspiro[2.5]octane-1-carboxamide